COC1=CC2=C(SCC2=O)C=C1OC 5,6-dimethoxybenzo[b]thiophen-3(2H)-one